2-(4-bromophenyl)-4-(4-chlorophenyl)-6-(4-bromophenyl)-1,3,5-triazine BrC1=CC=C(C=C1)C1=NC(=NC(=N1)C1=CC=C(C=C1)Cl)C1=CC=C(C=C1)Br